2-methylbutylenediamine CC(CN)CCN